monoethyl-octyl-tin C(C)[Sn]CCCCCCCC